2-chloro-N-(1-methyl-1H-tetrazol-5-yl)-4-(methylsulfonyl)-3-(propylsulfonyl)benzamide ClC1=C(C(=O)NC2=NN=NN2C)C=CC(=C1S(=O)(=O)CCC)S(=O)(=O)C